COC=1C=C(OC2=CC=C(C=C2)[C@@H]2CCCN3C2=NS(CC3)(=O)=O)C=CC1 (9S)-9-[4-(3-methoxyphenoxy)phenyl]-3,4,6,7,8,9-hexahydropyrido[2,1-c][1,2,4]thiadiazine 2,2-dioxide